FC=1C=CC(=C(C1)O)C1=C2C(=C(N=N1)NC1CC(CC1)O)C=NC=C2 5-fluoro-2-(4-((3-hydroxycyclopentyl)amino)pyrido[3,4-d]pyridazin-1-yl)phenol